[6-(3-cyclopropyl-1H-1,2,4-triazol-5-yl)-2-azaspiro[3.3]heptan-2-yl]-[6-[[1-(trifluoromethyl)imidazol-2-yl]methyl]-2,6-diazaspiro[3.3]heptan-2-yl]methanone C1(CC1)C1=NNC(=N1)C1CC2(CN(C2)C(=O)N2CC3(C2)CN(C3)CC=3N(C=CN3)C(F)(F)F)C1